Cl.N(C(=N)N)C(C(=O)N)CC1=CC=C(C=C1)C(F)(F)F 2-guanidino-3-(4-(trifluoromethyl)phenyl)propanamide hydrochloride